(E)-N-(4-((2',4'-difluoro-4-methoxy-[1,1'-biphenyl]-3-yl)amino)-7-methoxyquinazoline-6-yl)-2-fluoro-4,4-dimethylpent-2-enamide FC1=C(C=CC(=C1)F)C1=CC(=C(C=C1)OC)NC1=NC=NC2=CC(=C(C=C12)NC(/C(=C\C(C)(C)C)/F)=O)OC